4-[cyclopropyl-[4-(5,6,7,8-tetrahydro-1,8-naphthyridin-2-yl)butyl]amino]-2-[(1-methylindazole-6-carbonyl)amino]butanoic acid C1(CC1)N(CCC(C(=O)O)NC(=O)C1=CC=C2C=NN(C2=C1)C)CCCCC1=NC=2NCCCC2C=C1